COC1=C(C=CC=C1[N+](=O)[O-])C=1N=C(OC1C)C 4-(2-methoxy-3-nitrophenyl)-2,5-dimethyloxazole